C(C1=CC=CC=C1)N1C[C@@H]([C@@H](CC1)C)N(C=1C2=C(N=CN1)NC=C2)C (3R,4R)-(1-benzyl-4-methyl-piperidine-3-yl)-methyl-(7H-pyrrolo[2,3-d]pyrimidine-4-yl)-amine